ClC1=CC=C(C=C1)CC(=O)N1CCC(CC1)N1C=NC2=C1C(=CC=C2)C(F)(F)F 1-(1-(2-(4-chlorophenyl)acetyl)piperidin-4-yl)-7-(trifluoromethyl)-1H-benzo[d]imidazol